5-chloro-N-(2-chloro-4-nitrophenyl)-2-methoxybenzamide ClC=1C=CC(=C(C(=O)NC2=C(C=C(C=C2)[N+](=O)[O-])Cl)C1)OC